C1(CC1)C(=O)NC1=CC(=C(N=N1)C(=O)NC([2H])([2H])[2H])NC1=C(C(=CC=C1)C1=CN=C(S1)C=O)OC 6-(Cyclopropanecarboxamido)-4-((3-(2-formylthiazol-5-yl)-2-methoxyphenyl)amino)-N-(trideuteromethyl)pyridazine-3-Carboxamide